IC1=C(C=NN1)C 5-iodo-4-methyl-1H-pyrazole